6-(1-methyl-1H-pyrazol-4-yl)-4-(6-(piperazin-1-yl)pyridin-3-yl)pyrazolo[1,5-a]pyridine-3-carbonitrile CN1N=CC(=C1)C=1C=C(C=2N(C1)N=CC2C#N)C=2C=NC(=CC2)N2CCNCC2